OCC=O 2-Hydroxyethanon